2,4-difluoro-triazol FN1N=CC(=N1)F